(S)-2-amino-1-(4-(4-((3-(1-(2,2-difluoroethyl)-3-(trifluoromethyl)-1H-pyrazol-4-yl)imidazo[1,2-a]pyrazin-8-yl)amino)-2-fluoro-6-methylbenzoyl)piperazin-1-yl)propan-1-one N[C@H](C(=O)N1CCN(CC1)C(C1=C(C=C(C=C1C)NC=1C=2N(C=CN1)C(=CN2)C=2C(=NN(C2)CC(F)F)C(F)(F)F)F)=O)C